OCCC(O)(C(CO)CO)CCO bis(2-hydroxyethyl)tris(hydroxymethyl)methane